C(C)(=O)NC1=C(C(=O)NC2=NC(=CC=C2)C2=NN=CN2C(C)C)C=C(C(=C1)F)[N+](=O)[O-] 2-acetamido-4-fluoro-N-(6-(4-isopropyl-4H-1,2,4-triazol-3-yl)pyridin-2-yl)-5-nitrobenzamide